N-[4-(aminomethyl)-1-(2-chloro-5-fluorophenyl)-1-hydroxy-2-[(4-methoxyphenyl)methyl]-3-oxo-2,3-dihydro-1H-pyrrolo[4,3-c]pyridin-7-yl]-3-fluoro-5-(trifluoromethyl)benzamide NCC1=NC=C(C2=C1C(N(C2(O)C2=C(C=CC(=C2)F)Cl)CC2=CC=C(C=C2)OC)=O)NC(C2=CC(=CC(=C2)C(F)(F)F)F)=O